C(C)(C)OC=1N=CSC1 4-isopropoxy-thiazol